(2R)-6-chloro-4-oxo-N-(3-{1-[cis-3-(trifluoromethoxy)cyclobutyl]-1H-pyrazol-4-yl}bicyclo[1.1.1]pentan-1-yl)-3,4-dihydro-2H-1-benzopyran-2-carboxamide ClC=1C=CC2=C(C(C[C@@H](O2)C(=O)NC23CC(C2)(C3)C=3C=NN(C3)[C@@H]3C[C@@H](C3)OC(F)(F)F)=O)C1